ClC=1C=CC(=NC1N1C=NC=C1)C(=O)NC1CCC(CC1)OC 5-chloro-6-(1H-imidazol-1-yl)-N-((1r,4r)-4-methoxycyclohexyl)picolinamide